O1C=NC2=C1C=CC=C2NC(N[C@@H](CNC(OC(C)(C)C)=O)C#CC)=S |r| tert-butyl (RS)-{2-[3-(benzo[d]oxazole-4-yl)thioureido]pent-3-yn-1-yl}carbamate